C1(=CC=CC2=CC=CC=C12)C1N(C(OC2=C1C=CC=C2)C2=CC=CC=C2)O 4-(naphthalen-1-yl)-2-phenyl-2H-benzo[e][1,3]oxazin-3(4H)-ol